N-(1-chloroisoquinolin-7-yl)-4-(piperidin-1-yl)butanamide ClC1=NC=CC2=CC=C(C=C12)NC(CCCN1CCCCC1)=O